N-(5-(5-amino-1H-pyrazol-1-yl)-1,3,4-thiadiazol-2-yl)-4-(3,5-dimethoxypyridin-2-yl)-3-(2-methoxyethoxy)-2-oxo-2H-pyran-6-carboxamide NC1=CC=NN1C1=NN=C(S1)NC(=O)C1=CC(=C(C(O1)=O)OCCOC)C1=NC=C(C=C1OC)OC